3-methyl-4-hydroxybenzoic acid CC=1C=C(C(=O)O)C=CC1O